C(N)(OC1=C(C(=C(C=C1)/N=C/N(C)C)C#N)C1=CC=C(C=C1)[N+](=O)[O-])=O (E)-4-nitrophenyl-(3-cyano-4-(((dimethylamino) methylene) amino) phenyl) carbamate